(7-(2-(4-(6-fluorobenzothiophen-4-yl)piperazin-1-yl)ethyl)-2-oxo-3,4-dihydroquinoline-1(2H)-yl)methylcyclobutanecarboxylate FC1=CC2=C(C=CS2)C(=C1)N1CCN(CC1)CCC1=CC=C2CCC(N(C2=C1)COC(=O)C1CCC1)=O